S(=O)(=O)(O)CCCCN sulfobutyl-amine